7-(((2-((2-(Diethylamino)ethyl)(isopropyl)amino)ethoxy)carbonyl)oxy)tridecane-1,13-diyldioleate C(C)N(CCN(CCOC(=O)OC(CCCCCCCCCCCCCC\C=C/CCCCCCCC(=O)[O-])CCCCCCCCCCCCCC\C=C/CCCCCCCC(=O)[O-])C(C)C)CC